1-(4,4-difluorocyclohexyl)pyrazole FC1(CCC(CC1)N1N=CC=C1)F